NC1=CC(C(NC1=NC=1C(=NN2C1C=CC=C2)NCCCN2CCOCC2)=NC=2C(=NN1C2C=CC=C1)NCCCN1CCOCC1)=N N3,N3'-(5-amino-3-iminopyridine-2,6(1H,3H)-diylidene)bis{N2-[3-(morpholin-4-yl)propyl]pyrazolo[1,5-a]pyridine-2,3-diamine}